3-difluoromethyl-5-fluoro-1-phenyl-4-(4-chlorophenyl)-1H-pyrazole FC(C1=NN(C(=C1C1=CC=C(C=C1)Cl)F)C1=CC=CC=C1)F